ClC1=C(C=CC=C1C1=NC=CC(=C1Cl)NC1=NC=CC(=C1F)CNCCO)C1=CC=C(C(=N1)OC)CNC[C@@H]1CCC(N1)=O (S)-5-((((6-(2-chloro-3-(3-chloro-4-((3-fluoro-4-(((2-hydroxyethyl)amino)methyl)pyridin-2-yl)amino)pyridin-2-yl)phenyl)-2-methoxypyridin-3-yl)methyl)amino)methyl)pyrrolidin-2-one